4-[3-fluoro-2-(1-isopropylpyrazol-4-yl)-6-methyl-7-oxo-1H-pyrrolo[2,3-c]pyridin-4-yl]-1-methyl-5-phenylpyridin-2-one FC1=C(NC=2C(N(C=C(C21)C2=CC(N(C=C2C2=CC=CC=C2)C)=O)C)=O)C=2C=NN(C2)C(C)C